C(CCCCC)N1C(=C(C(C=C1)=O)O)C N-hexyl-2-methyl-3-hydroxypyridin-4-one